5-(3,5-Bis((E)-4-methoxybenzylidene)-4-oxopiperidin-1-yl)-5-oxo-N-(5-sulfanyl-1,3,4-thiadiazol-2-yl)pentanamide COC1=CC=C(\C=C\2/CN(C\C(\C2=O)=C/C2=CC=C(C=C2)OC)C(CCCC(=O)NC=2SC(=NN2)S)=O)C=C1